C(C)O[Si](OCC)(OCC)CCCC=1NCCN1 triethoxysilylpropyl-4,5-dihydroimidazole